t-butylphenyl-α-(p-toluenesulfonyloxy)acetate C(C)(C)(C)OC(C(OS(=O)(=O)C1=CC=C(C)C=C1)C1=CC=CC=C1)=O